N-(3-(3,3-dimethylbut-2-yloxy)propyl)-3-morpholinopropan-1-amine CC(C(C)OCCCNCCCN1CCOCC1)(C)C